[P].[Fe].[Co].COC1=CC=C(NC(C)C2=CC=CC3=CC=CC=C23)C=C1 4-methoxy-N-[1-(1-naphthyl)ethyl]aniline cobalt iron phosphorus